FC=1C=C(C=CC1N1N=CC=C1)S(=O)(=O)N1CC=2C=NC(=CC2C1)C(CCNC(OC(C)(C)C)=O)C1=CC=CC=C1 tert-butyl N-(3-[2-[3-fluoro-4-(1H-pyrazol-1-yl)benzenesulfonyl]-1H,2H,3H-pyrrolo[3,4-c]pyridin-6-yl]-3-phenylpropyl)carbamate